ClC1=C(C=C(C(=O)N2CCC(CC2)CCCC=O)C=C1)N1C(NC(CC1)=O)=O 4-(1-(4-chloro-3-(2,4-dioxotetrahydropyrimidin-1(2H)-yl)benzoyl)piperidin-4-yl)butanal